tert-butyl 4-(dimethylcarbamoyl)-2,4-dimethylpyrrolidine-1-carboxylate CN(C(=O)C1(CC(N(C1)C(=O)OC(C)(C)C)C)C)C